C(C)OC(=O)C1=C(C2=C(N1)C(=CS2)Br)C 3-bromo-6-methyl-4H-thieno[3,2-b]pyrrole-5-carboxylic acid ethyl ester